dihydroxyparaben OC=1C(=C(C(O)=O)C=CC1O)O